N-[3-[6-[2-cyano-6-fluoro-3-(pyrrolidin-1-ylsulfonylamino)phenoxy]-4-oxo-quinazolin-3-yl]propyl]-N-methyl-acetamide C(#N)C1=C(OC=2C=C3C(N(C=NC3=CC2)CCCN(C(C)=O)C)=O)C(=CC=C1NS(=O)(=O)N1CCCC1)F